(2R)-triflic acid tetrahydro-2H-pyran-2-ylmethyl ester O1[C@H](CCCC1)COS(=O)(=O)C(F)(F)F